6-(4-Fluorophenyl)-3-(2-(pyridine-3-yl)ethyl)-7H-[1,2,4]triazolo[3,4-b][1,3,4]thiadiazine FC1=CC=C(C=C1)C1=NN2C(SC1)=NN=C2CCC=2C=NC=CC2